C1(C=CC=C1)[Mg]C1C=CC=C1.[Mg] magnesium (Bis(cyclopentadienyl)magnesium)